ClC=1C=C(C=C(C1OC1=NNC(C(=C1)C(C)C)=O)Cl)NCCC(=O)O 3-((3,5-dichloro-4-((5-isopropyl-6-oxo-1,6-dihydropyridazin-3-yl)oxy)phenyl)amino)propionic acid